C1N(CCC2=CC=CC=C12)C[C@H](CN1C(C2=CC=C(C=C2CC1)C#CCO)=O)O 2-[(2R)-3-(3,4-Dihydro-1H-isochinolin-2-yl)-2-hydroxypropyl]-6-(3-hydroxyprop-1-ynyl)-3,4-dihydroisochinolin-1-on